CN1C=2C(OCC1=O)=CC=C1C2N=C(S1)N1C(NC[C@H]1C#CC)=O |r| (RS)-9-methyl-2-[2-oxo-5-(prop-1-yn-1-yl)imidazolidin-1-yl]-7H-thiazolo[4',5':3,4]benz[1,2-b][1,4]oxazin-8(9H)-one